COC(=O)C1CN(CCN1C(C1=CC=C(C=C1)F)C1=CC=C(C=C1)F)C(=O)OC(C)(C)C 4-(Bis(4-fluorophenyl)methyl)piperazine-1,3-dicarboxylic acid 1-(tert-butyl) 3-methyl ester